N,N-diethyl-acrylamide tert-butyl-(2S)-2-[(E)-tert-butylsulfinyliminomethyl]-4,4-difluoro-pyrrolidine-1-carboxylate C(C)(C)(C)OC(=O)N1[C@@H](CC(C1)(F)F)/C=N/S(=O)C(C)(C)C.C(C)N(C(C=C)=O)CC